C1(CC1)CC=1C=CC(=C(C1)B(O)O)OC (5-(cyclopropylmethyl)-2-methoxyphenyl)boronic acid